BrC1=CC(=C(C=C1)N1CN(C(C2=CC=C(C=C12)C(F)(F)F)=O)C=1C(=NC(=CC1)OC)C)C 1-(4-bromo-2-methylphenyl)-3-(6-methoxy-2-methylpyridin-3-yl)-7-(trifluoromethyl)-2,3-dihydroquinazolin-4(1H)-one